C1(CC1)C1=CC(=C(C=C1)NC1=CC(=NC=C1C(=O)NOCC)NC1=CC=NN1C)NS(=O)(=O)C 4-((4-cyclopropyl-2-(N-methylsulphonylamino)phenyl)amino)-N-ethoxy-6-((1-methyl-1H-pyrazol-5-yl)amino)nicotinamide